COC(=O)C=1C=C(C=CC1C)N(C(=O)[C@@H]1N(CCCC1)C(=O)OC(C)(C)C)C tert-butyl (R)-2-((3-(methoxycarbonyl)-4-methylphenyl)(methyl) carbamoyl)piperidine-1-carboxylate